(2,3-dihydro-1H-pyrrolo[1,2-a]-indol-9a(9H)-yl)methanol C1CCN2C1(CC=1C=CC=CC21)CO